3-(2-(4-chloro-2-methylphenoxy)-5-nitrophenyl)-7-methoxy-1-methyl-1H-pyrrolo[2,3-C]pyridine ClC1=CC(=C(OC2=C(C=C(C=C2)[N+](=O)[O-])C2=CN(C3=C(N=CC=C32)OC)C)C=C1)C